3,3',3'',3'''-(ethane-1,2-diylbis(azanetriyl))tetrakis(N-(2-aminoethyl)propanamide) C(CN(CCC(=O)NCCN)CCC(=O)NCCN)N(CCC(=O)NCCN)CCC(=O)NCCN